3-iodo-1-{2-[3-(trifluoromethyl)-1H-pyrazole-1-yl]ethyl}-1H-indazole-7-ol IC1=NN(C2=C(C=CC=C12)O)CCN1N=C(C=C1)C(F)(F)F